4-[2-(cyclopropoxy)ethyl-[4-(5,6,7,8-tetrahydro-1,8-naphthyridin-2-yl)butyl]amino]-2-[[2-(2-fluorophenyl)acetyl]amino]butanoic acid C1(CC1)OCCN(CCC(C(=O)O)NC(CC1=C(C=CC=C1)F)=O)CCCCC1=NC=2NCCCC2C=C1